C(C)OC(C1=C(C(=NC(=C1F)C1=C2C=NNC2=CC=C1C)C1=C(C=CC=C1)C(C(C)(C)C)=O)N)=O ethyl-3-amino-5-fluoro-6-(5-methyl-1H-indazol-4-yl)-2-(2-pivaloylphenyl)isonicotinic acid